BrC1=CC(=C(C=C1)COC1=CC=CC(=N1)C1=CC(=C(C=C1F)CC=1N(C2=C(N1)C=CC(=C2)C(=O)OC)C2COCC2(C)C)F)F Methyl 2-[[4-[6-[(4-bromo-2-fluoro-phenyl)methoxy]-2-pyridyl]-2,5-difluorophenyl]methyl]-3-(4,4-dimethyltetrahydrofuran-3-yl)benzimidazole-5-carboxylate